The molecule is an alpha-amino-acid cation that is the conjugate acid of sarcosine, arising from protonation of the amino group. It has a role as a human metabolite. It is a conjugate acid of a sarcosine. C[NH2+]CC(=O)O